4-methoxy-1H-indazole COC1=C2C=NNC2=CC=C1